FC1=C(CNC(=O)N2C(=CCC=C2)C(=O)O)C=CC(=C1)F ((2,4-difluorobenzyl)carbamoyl)-1,4-dihydropyridine-2-carboxylic acid